N(=[N+]=[N-])C[C@H](C)NC(OCC1C2=CC=CC=C2C=2C=CC=CC12)=O (9H-fluoren-9-yl)methyl (S)-(1-azidopropan-2-yl)carbamate